FC1(C(C1)C1=CC=CC(=N1)C(=O)NC=1C(=C(C=2N(C1)C=C(N2)C2CCNCC2)F)C(C)(C)O)F 6-(2,2-difluorocyclopropyl)-N-[8-fluoro-7-(2-hydroxypropan-2-YL)-2-(piperidin-4-YL)imidazo[1,2-a]pyridin-6-YL]pyridine-2-carboxamide